FC(C1=NN(C(=C1C(=O)NC1=C2C(CC(C2=CC=C1)(C)C)C)C)C)F 3-(difluoromethyl)-1,5-dimethyl-N-(1,1,3-trimethyl-indan-4-yl)pyrazole-4-carboxamide